BrC1=CC(=C(C=C1F)C(C)(C)O)CO 2-[4-bromo-5-fluoro-2-(hydroxymethyl)phenyl]propan-2-ol